C(C)N1C(=NC2=C1C(=CC(=C2)C=O)F)C=2N1C(CN(C3=CC=CC(C2)=C13)CCCO)CC [1-ethyl-2-[11-ethyl-9-(3-hydroxypropyl)-1,9-diazatricyclo[6.3.1.04,12]dodeca-2,4(12),5,7-tetraen-2-yl]-7-fluoro-benzimidazol-5-yl]methanone